2-(2-methylimidazo[1,2-a]pyridin-7-yl)-7-(piperidin-4-yl)-4H-pyrido[1,2-a]pyrimidin-4-one CC=1N=C2N(C=CC(=C2)C=2N=C3N(C(C2)=O)C=C(C=C3)C3CCNCC3)C1